C1=C(C=CC2=CC=CC=C12)COC1=CC=C(CN2C=NC(=C2)C(=O)O)C=C1 1-(4-(naphthalen-2-ylmethoxy)benzyl)-1H-imidazole-4-carboxylic acid